N[C@@H]1CN(CCC1)C1=CC=C2N=C(C(=NC2=C1)C1=CC=C(C#N)C=C1)C1=CC=C(C=C1)OC (S)-4-(7-(3-aminopiperidin-1-yl)-3-(4-methoxyphenyl)quinoxalin-2-yl)benzonitrile